6-(((1R,3r,5S)-9-azabicyclo[3.3.1]nonan-3-yl)oxy)-N-(5-(difluoromethoxy)-1H-pyrazol-3-yl)pyrazin-2-amine [C@H]12CC(C[C@H](CCC1)N2)OC2=CN=CC(=N2)NC2=NNC(=C2)OC(F)F